3-[2-hydroxy-3-(1,2,3,4-tetrahydroisoquinolin-2-yl)propyl]-1-(2-methylpropyl)-1,2,3,4-tetrahydroquinazoline-2,4-dione OC(CN1C(N(C2=CC=CC=C2C1=O)CC(C)C)=O)CN1CC2=CC=CC=C2CC1